NC=1C(=C(C=CC1)C1=C(C(=NC=C1)C1=CC(=C(C=O)C=C1)OC)Cl)Cl 4-(4-(3-amino-2-chlorophenyl)-3-chloropyridin-2-yl)-2-methoxybenzaldehyde